6-(6-(tert-butyl)imidazo[1,2-a]pyrazin-3-yl)-N-((3S,4S)-4-fluoropyrrolidin-3-yl)pyridin-2-amine C(C)(C)(C)C=1N=CC=2N(C1)C(=CN2)C2=CC=CC(=N2)N[C@H]2CNC[C@@H]2F